N-phenyl-N-benzyloxycarbonyl-trifluoroacetamide C1(=CC=CC=C1)N(C(C(F)(F)F)=O)C(=O)OCC1=CC=CC=C1